methyl 3-(3-(3-fluoro-5-(7-methoxyimidazo[1,2-a]pyridine-3-carboxamido)-4-methylphenyl)-1,2,4-oxadiazol-5-yl)azetidine-1-carboxylate FC=1C=C(C=C(C1C)NC(=O)C1=CN=C2N1C=CC(=C2)OC)C2=NOC(=N2)C2CN(C2)C(=O)OC